((2S,5R)-2,5-dimethyl-4-(1-(3-methylquinoxalin-6-yl)ethyl)piperazin-1-yl)-4-methyl-2-(tetrahydro-2H-pyran-2-yl)-2,4-dihydro-5H-pyrazolo[4,3-b]pyridin-5-one C[C@@H]1N(C[C@H](N(C1)C(C)C=1C=C2N=C(C=NC2=CC1)C)C)C=1N(N=C2C1N(C(C=C2)=O)C)C2OCCCC2